(((1-benzyl-piperidin-4-yl)methyl)carbamoyl)benzoic acid methyl ester COC(C1=C(C=CC=C1)C(NCC1CCN(CC1)CC1=CC=CC=C1)=O)=O